COC=1C=C(C=CC1)C1=CC=C(N=N1)C1=CC=CC=2OC3=CC=CC=C3NC12 (6-(3-methoxyphenyl)pyridazin-3-yl)-10H-phenoxazine